OCC1CC2(CN(C2)CC2=CC=C(C=C2)C2C(NC(CC2)=O)=O)C1 3-[4-[[6-(hydroxymethyl)-2-azaspiro[3.3]heptan-2-yl]methyl]phenyl]piperidine-2,6-dione